(E)-4-(3-ferrocenylacryloyl)-7-hydroxycoumarin [C-]1(C=CC=C1)/C=C/C(=O)C1=CC(OC2=CC(=CC=C12)O)=O.[CH-]1C=CC=C1.[Fe+2]